C(C)[C@H]1OC2=CC=3C=CC=NC3C=C2CNC1 (R)-2-ethyl-2,3,4,5-tetrahydro-[1,4]oxazepino[7,6-g]quinoline